O1C(CCCC1)COC1=C(C=CC=C1)CCCN 3-((tetrahydro-2H-pyran-2-yl)methoxyphenyl)propan-1-amine